S1C(=NC2=C1C=CC=C2)NC(=O)C=2C=CC=C1CCN(CC21)C2=CC=C(C(=N2)C(=O)O)C2=CC(=CC=C2)OC2=CC=C(C=C2)Cl 6-[8-(1,3-benzothiazol-2-ylcarbamoyl)-3,4-dihydroisoquinolin-2(1H)-yl]-3-[3-(4-chlorophenoxy)phenyl]pyridine-2-carboxylic acid